ClC1=NC2=C(C=CN=C2C(=C1)C)OC1CC(C1)OC 2-Chloro-8-((1s,3s)-3-methoxycyclobutoxy)-4-methyl-1,5-naphthyridine